C1(CC1)C1=CC=C(C2=CC=CC=C12)N1C(=NC2=NC=CC=C21)S (4-cyclopropyl-naphthalene-1-yl)-1H-imidazo[4,5-b]Pyridine-2-thiol